C(C=CC)(=O)[O-].[Co+2].C(C=CC)(=O)[O-] cobalt butenoate